BrCC(=C)C1=CC=C(C#N)C=C1 4-[1-(bromomethyl)vinyl]benzonitrile